NC=1C=2N(C3=CC(=C(C=C3N1)F)C(=O)N(CC=1N=C3N(C=C(C=C3)C(F)(F)F)C1)C(COC)C)C=NC2C 4-amino-7-fluoro-N-(1-methoxyprop-2-yl)-3-methyl-N-((6-(trifluoromethyl)imidazolo[1,2-a]pyridin-2-yl)methyl)imidazolo[1,5-a]quinoxalin-8-carboxamide